bicyclo[3.3.3]undecanyl acrylate C(C=C)(=O)OC12CCCC(CCC1)CCC2